N[C@@H]1C[C@H](N(C1)C(=O)C=1N=C2N(C=C(C=C2)OC)C1)C=1SC=C(N1)C(=O)N[C@H](C(=O)NC)CCCCNC(=N)N 2-((2S,4R)-4-Amino-1-(6-methoxyimidazo[1,2-a]pyridin-2-carbonyl)pyrrolidin-2-yl)-N-((S)-6-guanidino-1-(methylamino)-1-oxohexan-2-yl)thiazol-4-carboxamid